COC1(CCN(CC1)C)C1=CC=C(C=C1)C(=O)N1CCC(CC1)C1=CC=C(C=C1)C(F)(F)F (4-(4-methoxy-1-methylpiperidin-4-yl)phenyl)(4-(4-(trifluoromethyl)phenyl)piperidin-1-yl)methanone